5-(2,4-dihydroxy-5-isopropylphenyl)-N-ethylisoxazole-3-carboxamide OC1=C(C=C(C(=C1)O)C(C)C)C1=CC(=NO1)C(=O)NCC